O1C(=CC2=C1C=CC=C2)C(C(C)Br)=O 1-(benzofuran-2-yl)-2-bromopropan-1-one